CN1CC(C=C1)C 1,3-dimethyl-2,3-dihydro-1H-pyrrole